[4-(4-fluorophenyl)-7-hydroxy-3-tetrahydropyran-4-yl-1-isoquinolinyl]propionic acid FC1=CC=C(C=C1)C1=C(N=C(C2=CC(=CC=C12)O)C(C(=O)O)C)C1CCOCC1